NCCC(=O)NC=1C=CC(=C(C(=O)OC)C1)NS(=O)(=O)C1=CC=C(C=C1)CCCC methyl 5-(3-aminopropanamido)-2-(4-butylphenylsulfonamido)benzoate